(+)-(4aR,8aS)-6-[3-[3-Chloro-4-(trifluoromethyl)phenoxy]azetidine-1-carbonyl]-4,4a,5,7,8,8a-hexahydropyrido[4,3-b][1,4]oxazin-3-one ClC=1C=C(OC2CN(C2)C(=O)N2C[C@@H]3[C@@H](OCC(N3)=O)CC2)C=CC1C(F)(F)F